C(C1=CC=CC=C1)OC(=O)N1C(OC[C@H]1C(=O)O)CC(C)C (4S)-3-Benzyloxycarbonyl-2-isobutyl-oxazolidine-4-carboxylic acid